OCCNC(=O)C=1C=CC=C2C(=CC=NC12)C1=CN=C2N1N=C(C(=C2)C2=CC=C(C=C2)N2CCNCC2)C N-(2-hydroxyethyl)-4-(6-methyl-7-(4-(piperazin-1-yl)phenyl)imidazo[1,2-b]pyridazin-3-yl)quinoline-8-carboxamide